5-(3,6-diazabicyclo[3.1.1]heptan-3-yl)-N,6-dimethylpicolinamide C12CN(CC(N1)C2)C=2C=CC(=NC2C)C(=O)NC